C(C)(C)(C)OC(=O)N[C@@H]1CN(CC1)C(=O)C1=C(C=C(S1)C1=CC(=C(C=C1)C1CCN(CC1)C(=O)OC(C)(C)C)C)C tert-butyl (S)-4-(4-(5-(3-((tert-butoxycarbonyl)amino)pyrrolidine-1-carbonyl)-4-methylthiophen-2-yl)-2-methylphenyl)piperidine-1-carboxylate